OC=1C=C(C=CC1O)CCCSCCC(=O)[O-] 3-((3-(3,4-dihydroxyphenyl)propyl)thio)propanoate